1-((1S,3S)-3-fluorocyclopentyl)-3-(6-methoxy-2-methylpyridin-3-yl)-7-(trifluoromethyl)-2,3-dihydroquinazolin-4(1H)-one F[C@@H]1C[C@H](CC1)N1CN(C(C2=CC=C(C=C12)C(F)(F)F)=O)C=1C(=NC(=CC1)OC)C